C(C)(=O)N[C@H]1[C@@H](C=C(C[C@@H]1NCC=1OC(=CC1)C1=C(C=CC=C1)C)C(=O)O)OC(CC)CC (3R,4R,5S)-4-acetylamino-3-(pent-3-yloxy)-5-(((5-(o-tolyl)furan-2-yl)methyl)amino)cyclohex-1-ene-1-carboxylic acid